Nitropyrido[3',2':5,6]pyrimido[1,2-a]indole [N+](=O)([O-])C=1C=CC=2C=NC=3N(C4=CC=CC=C4C3)C2N1